trans-1,2-bis(dimethylamino)cyclohexane CN([C@H]1[C@@H](CCCC1)N(C)C)C